1-(4-chlorophenyl)-3-methyl-1H-benzo[g]indazole-4,5-dione ClC1=CC=C(C=C1)N1N=C(C=2C(C(C3=C(C12)C=CC=C3)=O)=O)C